BrC=1C=C(OC2=CC=3N(C4=CC=CC=C4C3C=C2)C2=NC=CC(=C2)C(C(C)(C)C)([2H])[2H])C=CC1 2-(3-bromophenoxy)-9-(4-(2,2-dimethylpropyl-1,1-d2)pyridin-2-yl)-9H-carbazole